2-(3-(3-(4-fluorophenyl)-4-oxo-3,4-dihydro-phthalazin-1-yl)phenyl)-N,2-dimethylpropionamide FC1=CC=C(C=C1)N1N=C(C2=CC=CC=C2C1=O)C=1C=C(C=CC1)C(C(=O)NC)(C)C